CC1=C(C(C(=O)O)=CC(=C1)C(C1=CC=CC=C1)C)O 3-methyl-5-(α-methylbenzyl)salicylic acid